CN1N=NC2=C1C=CC(=C2C)[C@@H](CC(=O)OCC)C=2C=C(C1=C(C=CS1)C2)CN2CC1(OC3=C(C2)C=NC(=C3)O)CC1 ethyl (3S)-3-(1,4-dimethyl-1H-benzotriazol-5-yl)-3-{7-[(8'-hydroxy-3'H-spiro[cyclopropane-1,2'-pyrido[3,4-f][1,4]oxazepin]-4'(5'H)-yl)methyl]-1-benzothiophen-5-yl}propanoate